CN1CCN(CC1)C1=NC(=CC(=N1)C(=O)NC1=CC=CC2=CC=CC=C12)N1CCNCC1 2-(4-methylpiperazin-1-yl)-N-(1-naphthyl)-6-piperazin-1-yl-pyrimidine-4-carboxamide